S-(2-methoxy-5-(4-(piperazin-1-yl) quinazolin-6-yl) pyridin-3-yl) 2,4-difluorophenylthiosulfonate trifluoroacetate FC(C(=O)O)(F)F.FC1=C(C=CC(=C1)F)S(=O)(=O)SC=1C(=NC=C(C1)C=1C=C2C(=NC=NC2=CC1)N1CCNCC1)OC